N-(3-methylbut-2-en-1-yl)-N-(1,3-dimethyl-2,4-dioxo-1,2,3,4-tetrahydropyrimidin-5-yl)-3-(4-(benzo[d][1,3]dioxol-5-carbonyl)piperazin-1-yl)propanamide CC(=CCN(C(CCN1CCN(CC1)C(=O)C1=CC2=C(OCO2)C=C1)=O)C=1C(N(C(N(C1)C)=O)C)=O)C